5-chloro-1'-[2-({1-[(trans)-3-hydroxycyclobutyl]-1H-indazol-5-yl}oxy)ethyl]-1,2-dihydrospiro[indole-3,4'-piperidin]-2-one ClC=1C=C2C(=CC1)NC(C21CCN(CC1)CCOC=1C=C2C=NN(C2=CC1)[C@@H]1C[C@H](C1)O)=O